(S)-3-(3-chloro-4-fluorophenyl)-1-(7,8-difluoro-6-oxo-1,2,3,4,5,6-hexahydrophenanthridin-1-yl)-1-methylurea ClC=1C=C(C=CC1F)NC(N(C)[C@H]1CCCC=2NC(C3=C(C(=CC=C3C12)F)F)=O)=O